6-chloro-2-(2-(difluoromethyl)-5-methylphenyl)-1H-pyrrolo[2,3-b]pyridine-1-carboxylic acid tert-butyl ester C(C)(C)(C)OC(=O)N1C(=CC=2C1=NC(=CC2)Cl)C2=C(C=CC(=C2)C)C(F)F